C(C)(=O)OC1=C(C(=NN1C1=CC=CC=C1)C)C(C1=CC=CC=C1)C=1OC2=C(C1NS(=O)(=O)C1=C(C=CC=C1)C)C=C(C=C2)C (-)-3-Methyl-4-((5-methyl-3-((toluyl)sulfonamido)benzofuran-2-yl)(phenyl)methyl)-1-phenyl-1H-pyrazol-5-yl acetate